NC=1SC(=C(N1)C=1C=C2C=CN(C2=CC1)C(=O)C1CC1)C (5-(2-amino-5-methylthiazol-4-yl)indol-1-yl)(cyclopropyl)methanone